COC(=O)C1CC2=C(C(=NC(=C2)OS(=O)(=O)C(C(C(C(F)(F)F)(F)F)(F)F)(F)F)C)C1 1-methyl-3-(((perfluorobutyl)sulfonyl)oxy)-6,7-dihydro-5H-cyclopenta[c]pyridine-6-carboxylic acid methyl ester